3-(4-ethoxyphenyl)-N-(piperidin-4-yl)isoquinoline-1-carboxamide dihydrochloride Tert-butyl-(Z)-2-((3-(6-chloropyridazin-4-yl)-5-phenylpyrazin-2-yl)amino)-3-(furan-2-yl)acrylate C(C)(C)(C)OC(/C(=C/C=1OC=CC1)/NC1=NC=C(N=C1C1=CN=NC(=C1)Cl)C1=CC=CC=C1)=O.Cl.Cl.C(C)OC1=CC=C(C=C1)C=1N=C(C2=CC=CC=C2C1)C(=O)NC1CCNCC1